(7R,8aS)-7-(2,3-dichloro-6-hydroxyphenyl)-2-(2,3-dihydroxypropyl)-hexahydropyrrolo[1,2-a]pyrazin-4-one ClC1=C(C(=CC=C1Cl)O)[C@H]1C[C@@H]2N(C(CN(C2)CC(CO)O)=O)C1